[H-].C[Si](=[Zr](C1=CC=CC=2C3=CC=CC=C3CC12)(C1(C=CC=C1)C)C1(C=CC=C1)C)C dimethylsilylenebis(methylcyclopentadienyl)(fluorenyl)zirconium hydride